1-(3-(tert-butyl)-1-(p-tolyl)-1H-pyrazol-5-yl)-3-(5-fluoro-2-((1-(2-hydroxyethyl)-1H-indazol-5-yl)oxy)benzyl)urea C(C)(C)(C)C1=NN(C(=C1)NC(=O)NCC1=C(C=CC(=C1)F)OC=1C=C2C=NN(C2=CC1)CCO)C1=CC=C(C=C1)C